ClC=1C=NC(=C2C(C=C(N(C12)C1=C(C=CC=C1Cl)Cl)CO)=O)CC(CO)O 8-chloro-1-(2,6-dichlorophenyl)-5-(2,3-dihydroxypropyl)-2-(hydroxymethyl)-1,6-naphthyridin-4(1H)-one